F[C@H]1[C@@H]2CC[C@H](C[C@H]1NC)N2C(=O)OC(C)(C)C |r| (±)-tert-butyl (1S,2R,3R,5R)-2-fluoro-3-(methylamino)-8-azabicyclo[3.2.1]octane-8-carboxylate